CC=1N=C(OC1NC1=NC=C(C(=N1)NCCCN1CCOCCC1=O)C(F)(F)F)N1CCN(CC1)C 4-(3-((2-((4-methyl-2-(4-methylpiperazin-1-yl)oxazol-5-yl)amino)-5-(trifluoromethyl)pyrimidin-4-yl)amino)propyl)-1,4-oxazepan-5-one